Pentamethylcyclopentadienyl-(1-isobutyl-benzo[e]indenyl)hafnium CC1=C(C(=C(C1([Hf]C=1CC=2C=CC3=C(C2C1CC(C)C)C=CC=C3)C)C)C)C